(2R,3R,4S,5R,6R)-2-(hydroxymethyl)-6-((3-isopropylisoxazol-5-yl)methyl)-5-methoxy-4-(4-(3,4,5-trifluorophenyl)-1H-1,2,3-triazol-1-yl)tetrahydro-2H-pyran-3-ol OC[C@H]1O[C@@H]([C@@H]([C@H]([C@H]1O)N1N=NC(=C1)C1=CC(=C(C(=C1)F)F)F)OC)CC1=CC(=NO1)C(C)C